((1R,2R)-2-((1H-benzo[d][1,2,3]triazol-1-yl)(hydroxy)methyl)cyclobutyl)methyl acetate C(C)(=O)OC[C@H]1[C@@H](CC1)C(O)N1N=NC2=C1C=CC=C2